CN1[C@@H]2CN([C@H](C1)C2)C2=NC=CC(=N2)NC2=CC1=C(C=N2)SC(=N1)C=1C=C(C=CC1)C(C)(C)O 2-{3-[6-({2-[(1S,4S)-5-Methyl-2,5-diazabicyclo[2.2.1]heptan-2-yl]pyrimidin-4-yl}amino)-[1,3]thiazolo[5,4-c]pyridin-2-yl]phenyl}propan-2-ol